CC(=CCC(C)(O)[SiH3])C dimethylallyl-silyl-ethanol